tert-butyl ((S)-1-hydroxy-3-((R)-5-oxo-4-azaspiro[2.4]heptan-6-yl)propan-2-yl)carbamate OC[C@H](C[C@H]1C(NC2(CC2)C1)=O)NC(OC(C)(C)C)=O